C1(=CC=CC=C1)C1=NC2=CC=CC=C2C(=N1)N PHENYLQUINAZOLIN-4-AMINE